NC(C(=O)O)CCPCO 2-amino-4-(hydroxymethyl-phosphino)butyric acid